(±)-trans-2-((3-(4-chlorobenzyl)-4-((4-((3-fluoropyridin-2-yl)oxy)phenyl)imino)-2,6-dioxo-1,3,5-triazin-1-yl)methyl)cyclopropan-1-carboxylic acid ClC1=CC=C(CN2C(N(C(NC2=NC2=CC=C(C=C2)OC2=NC=CC=C2F)=O)C[C@H]2[C@@H](C2)C(=O)O)=O)C=C1 |r|